3-methyl-1-(2-((4-trifluoromethylphenyl)ethynyl)phenyl)but-2-en-1-ol CC(=CC(O)C1=C(C=CC=C1)C#CC1=CC=C(C=C1)C(F)(F)F)C